N-(2-Bromo-4-(perfluoropropan-2-yl)-6-(trifluoromethyl)phenyl)-2-fluoro-3-(((methoxycarbonyl)oxy)(6-fluoropyridine-3-carbonyl)amino)benzamide BrC1=C(C(=CC(=C1)C(C(F)(F)F)(C(F)(F)F)F)C(F)(F)F)NC(C1=C(C(=CC=C1)N(C(=O)C=1C=NC(=CC1)F)OC(=O)OC)F)=O